C(C)C1=CC=C(C=C1)/C=C/C(=O)C1=CC=C(C=C1)C (E)-3-(4-ethylphenyl)-1-(p-tolyl)prop-2-en-1-one